N-(2-(3-ethylpiperazin-1-yl)-6-methylpyrimidin-4-yl)-1H-indazol-5-amine C(C)C1CN(CCN1)C1=NC(=CC(=N1)NC=1C=C2C=NNC2=CC1)C